6-bromo-8-chloro-2H-isoquinolin-1-one BrC=1C=C2C=CNC(C2=C(C1)Cl)=O